C(C1=CC=CC=C1)NC1CC(OCC1)C1CCCC1 N-benzyl-2-cyclopentyloxan-4-amine